BrC=1C=C(C=C(C1)C)[C@@H](C)NC=1C(=NC(=CC1)Cl)C(=O)OC methyl 3-[[(1R)-1-(3-bromo-5-methylphenyl)ethyl]amino]-6-chloro-pyridine-2-carboxylate